C1(=CC=CC=C1)C(C(=O)N1[C@H]2[C@H](N(C[C@@H]1CC2)C(=O)N2C1=CC=CC=C1SC=1C=CC=CC21)C(=O)O)C2=CC=CC=C2 (1R,2S,5S)-8-(2,2-diphenylacetyl)-3-(10H-phenothiazine-10-carbonyl)-3,8-diazabicyclo[3.2.1]octane-2-carboxylic acid